FC1=C(\C=C/C=2C=NC(=NC2)NC(=O)N2CCCC3=CC=C(N=C23)C(OC)OC)C(=C(C=C1OC)OC)F (Z)-N-(5-(2,6-difluoro-3,5-dimethoxystyryl)pyrimidin-2-yl)-7-(dimethoxymethyl)-3,4-dihydro-1,8-naphthyridine-1(2H)-carboxamide